BrC=1C=CC=2C3=C(C4=CC=CC=5C=CC1C2C45)C=CC=C3 3-bromobenzo[e]pyrene